C(O)CN.SCC(=O)O mercaptoacetic acid ethanolamine salt